2-Hydrazineyl-3-phenethylquinazolin-4(3H)-one N(N)C1=NC2=CC=CC=C2C(N1CCC1=CC=CC=C1)=O